ClC=1OC(=CN1)C(=O)OC methyl 2-chloro-1,3-oxazole-5-carboxylate